C1(=CC=C(C=C1)C1=NC(=NC(=C1)C=1C=C(C=C(C1)Cl)C1=CC=CC=C1)C1=CC=CC=C1)C1=CC=CC=C1 4-([1,1'-biphenyl]-4-yl)-6-(5-chloro-[1,1'-biphenyl]-3-yl)-2-phenylpyrimidine